BrC=1C=C(C(=NC1)NCC=1C(=CC(=NC1)C(F)(F)F)C(=O)O)S(=O)(=O)CC 5-[[(5-bromo-3-ethylsulfonyl-2-pyridinyl)amino]methyl]-2-(trifluoromethyl)pyridine-4-carboxylic acid